[SiH3]CCCN=C(CC(C)C)C silyl-N-(1,3-dimethyl-butylidene)propylamine